FC1=CC=C(OC(C(=O)N(CCC)C2=CC=C(C=C2)C2=CC=C(C=C2)C)(C)C)C=C1 2-(4-fluorophenoxy)-2-methyl-N-(4'-methyl-[1,1'-biphenyl]-4-yl)-N-propylpropanamide